CC1C(=CC=2CCCCC12)[Ti](CC1=CC=CC=C1)(CC1=CC=CC=C1)CC1=CC=CC=C1 1-methyl-4,5,6,7-tetrahydroindenyl-tribenzyl-titanium